3-((4-(5-chloro-3-methyl-2-((piperidin-3-ylmethyl)amino)phenyl)pyrrolo[2,1-f][1,2,4]triazin-6-yl)methyl)-6,6-dimethyl-3-azabicyclo[3.1.0]hexane-2,4-dione ClC=1C=C(C(=C(C1)C1=NC=NN2C1=CC(=C2)CN2C(C1C(C1C2=O)(C)C)=O)NCC2CNCCC2)C